alpha-ketoglutarate monopotassium salt [K+].O=C(C(=O)[O-])CCC(=O)O